NC1=CC(=C(C=C1)C1=C(C=C(C=C1)N)C(F)(F)F)C(F)(F)F 4,4'-diamino-2,2'-Bistrifluoromethylbiphenyl